ClC=1C(=C(C=CC1)C[C@@H]1N(C[C@@H]([C@@H]1NS(=O)(=O)CC)F)C(C(C)(C)O)=O)F N-[(2S,3R,4S)-2-[(3-chloro-2-fluorophenyl)methyl]-4-fluoro-1-(2-hydroxy-2-methylpropanoyl)pyrrolidin-3-yl]ethanesulfonamide